ClC1=CC=C(C=C1)C1=N[C@H](C=2N(C3=C1C=C(C=C3)OCCCCCCNC(OC(C)(C)C)=O)C(=NN2)C)CC(=O)NCC tert-butyl (6-(((4S)-6-(4-chlorophenyl)-4-(2-(ethylamino)-2-oxoethyl)-1-methyl-4H-benzo[f][1,2,4]triazolo[4,3-a][1,4]diazepin-8-yl)oxy)hexyl)carbamate